C(C)(C)(C)OC(N(C)C1=C(C=CC(=C1)CC(=O)N(C)C)OC)=O (5-(2-(dimethylamino)-2-oxoethyl)-2-methoxyphenyl)(methyl)carbamic acid tert-butyl ester